[Si](C)(C)(C(C)(C)C)OCC=1C=C(C=CC1)NC1=NC(=NC=C1C(=O)N)Cl 4-((3-(((tert-butyldimethylsilyl)oxy)methyl)phenyl)amino)-2-chloropyrimidine-5-carboxamide